4-dimethylaminophthalimide CN(C=1C=C2C(C(=O)NC2=O)=CC1)C